OC1CN(C1)C1=CC=C2C3(CC=4C(=NOC4C2=C1)NS(=O)(=O)C=1C(=NC=CC1)OC)CC3 N-(8'-(3-hydroxyazetidin-1-yl)-4'H-spiro[cyclopropane-1,5'-naphtho[2,1-d]isoxazol]-3'-yl)-2-methoxypyridine-3-sulfonamide